[N+](=O)([O-])C1=CC=C(C=C1)C(C1=CC=C2C=CC(=NC2=C1O)C)NC1=NC=CC=C1 7-((4-Nitrophenyl)(pyridin-2-ylamino)methyl)-2-methylquinolin-8-ol